C(CC(=O)C)(=O)OCC(COC(CC(=O)C)=O)(COCC(COC(CC(=O)C)=O)(COC(CC(=O)C)=O)COC(CC(=O)C)=O)COC(CC(=O)C)=O dipentaerythritol hexaacetoacetate